(R)-N-(2-amino-1-(3-chlorophenyl)ethyl)-1-(5-methyl-2-((tetrahydro-2H-pyran-4-yl)amino)pyrimidin-4-yl)-1H-imidazole-4-carboxamide NC[C@@H](C1=CC(=CC=C1)Cl)NC(=O)C=1N=CN(C1)C1=NC(=NC=C1C)NC1CCOCC1